1-(1-(2-(3,6-diazabicyclo[3.1.1]heptan-3-yl)-7-(thiazol-2-yl)benzo[d]oxazol-4-yl)-2,2,2-trifluoroethoxy)-2-methylpropan-2-ol C12CN(CC(N1)C2)C=2OC1=C(N2)C(=CC=C1C=1SC=CN1)C(C(F)(F)F)OCC(C)(O)C